(3S,4S)-3-methyl-8-(6-((5-(trifluoromethyl)-1H-pyrrolo[2,3-b]pyridin-4-yl)thio)pyrido[2,3-b]pyrazin-2-yl)-2-oxa-8-azaspiro[4.5]decan-4-amine C[C@@H]1OCC2([C@@H]1N)CCN(CC2)C=2N=C1C(=NC2)N=C(C=C1)SC1=C2C(=NC=C1C(F)(F)F)NC=C2